COC(C(CC1=CC(=CC=C1)[N+](=O)[O-])[C@@H]1CN(CC1)C(=O)OC(C)(C)C)=O tert-butyl (3R)-3-[2-methoxy-1-[(3-nitrophenyl)methyl]-2-oxo-ethyl]pyrrolidine-1-carboxylate